N1(C=NC=C1)C1=NC(=CC=C1)N1C=NC=C1 2,6-bis-(1H-imidazol-1-yl)-pyridine